BrC1=CC=C2[C@]3(CCSC2=C1F)N=C1N(C=C(C=C1OC(F)F)C#N)C3 (S)-7'-bromo-8-(difluoromethoxy)-8'-fluoro-3H-spiro[imidazo[1,2-a]pyridine-2,4'-thiochromane]-6-carbonitrile